O=C1NC(CCC1N1C(C2=CC=C(C(=C2C1=O)C(C)(C)C)CN1CC2CCC(C1)N2C(=O)[O-])=O)=O 3-{[2-(2,6-dioxopiperidin-3-yl)-1,3-dioxo-2,3-dihydro tert-Butyl-1H-isoindol-5-yl]methyl}-3,8-diazabicyclo[3.2.1]octane-8-carboxylate